5-hydroxy-N-methoxy-4-(4-methoxy-1H-indol-2-yl)-2-carbonyl-5-pentyl-2,5-dihydrofuran-3-carboxamide OC1(C(=C(C(O1)=C=O)C(=O)NOC)C=1NC2=CC=CC(=C2C1)OC)CCCCC